N,4-bis(4-chlorophenyl)picolinamide ClC1=CC=C(C=C1)NC(C1=NC=CC(=C1)C1=CC=C(C=C1)Cl)=O